2-amino-3-(4,5,6,7-tetrahydropyrazolo[1,5-a]pyridin-7-yl)propanamide NC(C(=O)N)CC1CCCC=2N1N=CC2